COC(=O)C=1C(=NN(C1)C=1C=NC(=CC1C)C(F)(F)F)N 3-amino-1-(4-methyl-6-(trifluoromethyl)pyridin-3-yl)-1H-pyrazole-4-carboxylic acid methyl ester